5-phenyl-1H-imidazol C1(=CC=CC=C1)C1=CN=CN1